N1=CC=C(C=C1)NC1=CC=C(C=C1)NC(=O)C1CCC(CC1)C(=O)NC1=CC=C(C=C1)NC1=CC=NC=C1 (E)-N1,N4-bis(4-(pyridin-4-ylamino)phenyl)cyclohexane-1,4-dicarboxamide